C(C)(=O)OC1=C(C=C(C=C1)CC=C)OC methoxy-4-(2-propenyl)phenol acetate